N-methyl-N-(2-(methyl(1-methyl-1H-benzimidazol-2-yl)amino)ethyl)-4-((methylsulfonyl)amino)benzenesulfonamide HCl Cl.CN(S(=O)(=O)C1=CC=C(C=C1)NS(=O)(=O)C)CCN(C1=NC2=C(N1C)C=CC=C2)C